P(OC=C)(=O)N vinyl phosphonamidate